C(CCCCC(=O)O)(=O)O.C(CCCCC(=O)O)(=O)O.CC(CCO)CCO (3-methyl-1,5-pentanediol) diadipate